FC=1C=CC(=C(NCCOC)C1)[N+](=O)[O-] 5-fluoro-N-(2-methoxyethyl)-2-nitroaniline